FC1=NC=CC=C1Cl 2-fluoro-3-chloropyridine